[Br-].[Br-].C(CCCCCCCCCCC)[N+](CCCC[N+](C)(C)CCCCCCCCCCCC)(C)C N,N'-didodecyl-N,N,N',N'-tetramethylbutane-1,4-diaminium dibromide